OC=1C(=C(C=2C(C3=CC=CC=C3C(C2C1)=O)=O)OC)CO 3-hydroxy-1-methoxy-2-hydroxymethyl-anthraquinone